3-Propyl-bicyclo-[2.2.1]-hept-5-en-2-carbaldehyd C(CC)C1C(C2C=CC1C2)C=O